1,4,7,10-tetraazacyclododecaneN 3a,4,5,6,7,7a-hexahydro-1H-4,7-methanoinden-6-yl-propionate C1C=CC2C3CC(C(C12)C3)OC(CC)=O.N3=CCNCCNCCNCC3